Cl.FC=1C=CC(=C2CCCC12)C=1CCCC2=C(C1C1=CC=C(C=C1)CC1CN(C1)CCCF)C=CC(=C2)C(=O)O 8-(7-fluoro-2,3-dihydro-1H-inden-4-yl)-9-(4-((1-(3-fluoropropyl)azetidin-3-yl)methyl)phenyl)-6,7-dihydro-5H-benzo[7]annulene-3-carboxylic acid hydrochloride